pineneformaldehyde C12(C(=CCC(C1(C)C)C2)C)C=O